CC1CC2C(CC1CC(C(=O)O)(CCCC(=O)O)CC1CC3C(CC1C)O3)O2.ClC=2N=NC(=C3C2C=NC=C3)N[C@H]3C[C@H](CC3)O (1S,3R)-3-((4-chloropyrido[3,4-d]pyridazin-1-yl)amino)cyclopentan-1-ol bis(3,4-epoxy-6-methylcyclohexyl-methyl)adipate